trans-[(3S)-3-(3,4-difluorophenyl)isoxazolidin-2-yl]-[4-[(2-methylpyrimidin-5-yl)methyl]cyclohexyl]methanone FC=1C=C(C=CC1F)[C@H]1N(OCC1)C(=O)[C@@H]1CC[C@H](CC1)CC=1C=NC(=NC1)C